1-(4-methoxyphenyl)-1-(4-morpholinophenyl)prop-2-yn-1-ol COC1=CC=C(C=C1)C(C#C)(O)C1=CC=C(C=C1)N1CCOCC1